C(C)N([C@@H](CC1=CC=C(C=C1)O)C(=O)O)CC ethyl-ethyl-tyrosine